S(SC#N)SC#N Thiothiocyanate